CP(OC(C)C)(F)=O anti-sarin